(3-((4-(1-methyl-1H-indol-3-yl)pyrimidin-2-yl)amino)phenyl)methanol CN1C=C(C2=CC=CC=C12)C1=NC(=NC=C1)NC=1C=C(C=CC1)CO